C(#N)C1=C(C=C(C=C1)NC(C1=CN=C(C=C1)C1=C(C=C(C=C1)C1=NOC(=N1)C)C#N)=O)OCCN(C)C N-(4-cyano-3-(2-(dimethylamino)ethoxy)phenyl)-6-(2-cyano-4-(5-methyl-1,2,4-oxadiazol-3-yl)phenyl)nicotinamide